N-{6,7-dimethoxy-1H,2H,3H-cyclopenta[b]quinolin-9-yl}-1-ethylazetidin-3-amine COC=1C(=CC=2C(=C3C(=NC2C1)CCC3)NC3CN(C3)CC)OC